Benzylpiperidin-4-one C(C1=CC=CC=C1)N1CCC(CC1)=O